BrC1=C(C=CC(=N1)NC(=O)[C@H]1N(C[C@@H](C1)F)C(=O)OC(C)(C)C)OC tert-butyl (2S,4R)-2-((6-bromo-5-methoxypyridin-2-yl)carbamoyl)-4-fluoropyrrolidine-1-carboxylate